5-(3-Aminobenzo[d]isoxazol-4-yl)-N-(3-(trifluoromethyl)phenyl)indoline-1-carboxamide NC1=NOC2=C1C(=CC=C2)C=2C=C1CCN(C1=CC2)C(=O)NC2=CC(=CC=C2)C(F)(F)F